(4-(tert-Pentyl)-2,6-dimethoxyphenyl)boronic acid C(C)(C)(CC)C1=CC(=C(C(=C1)OC)B(O)O)OC